(Azol-2-yl)pyrazine N1C(=CC=C1)C1=NC=CN=C1